FC1(C[C@H](N(C1)C1=CC=C2C(=N1)OC(C=C2C2=C(C=CC=C2)C)=O)C(=O)OC)F methyl (S)-4,4-difluoro-1-(2-oxo-4-(o-tolyl)-2H-pyrano[2,3-b]pyridin-7-yl)pyrrolidine-2-carboxylate